4-(prop-1-en-2-yl)pyridine C=C(C)C1=CC=NC=C1